ClC1=CC=C(C[C@@H]2N(C[C@@H](OC2)CS(=O)(=O)C)C2CCC(CC2)C2=NN(C(=N2)O)C)C=C1 3-(4-((2R,5S)-5-(4-Chlorobenzyl)-2-((methylsulfonyl)methyl)morpholino)cyclohexyl)-1-methyl-1H-1,2,4-triazol-5-ol